N-(5-bromo-6-(2-(dimethylamino)ethoxy)pyridin-2-yl)-2'-fluoro-4'-(5-methyl-1,2,4-oxadiazol-3-yl)-[1,1'-biphenyl]-4-carboxamide BrC=1C=CC(=NC1OCCN(C)C)NC(=O)C1=CC=C(C=C1)C1=C(C=C(C=C1)C1=NOC(=N1)C)F